1-(4-nitrobenzyl)-5-(pyridin-3-yl)pyrrolidin-2-one [N+](=O)([O-])C1=CC=C(CN2C(CCC2C=2C=NC=CC2)=O)C=C1